FC(F)(F)OC(C1=C(C(=C(C=C1)OCCC)OCCC)OCCC)=O tripropoxybenzoic acid trifluoromethyl ester